4-((4-bromophenyl)amino)-N'-(4-chlorophenyl)-4-(2,4-dioxopyrrolidin-3-ylidene)butyrylhydrazine BrC1=CC=C(C=C1)NC(CCC(=O)NNC1=CC=C(C=C1)Cl)=C1C(NCC1=O)=O